FC=1C=CC=C2C=C(NC(C12)=O)C 8-fluoro-3-methylisoquinolin-1(2H)-one